3-(5-(1-(cyclobutylmethyl)piperidin-4-yl)-1-oxoisoindolin-2-yl)piperidine-2,6-dione C1(CCC1)CN1CCC(CC1)C=1C=C2CN(C(C2=CC1)=O)C1C(NC(CC1)=O)=O